(S)-3-methyl-1-heptanal C[C@H](CC=O)CCCC